2-Bromo-Palmitate BrC(C(=O)[O-])CCCCCCCCCCCCCC